CNCC1OCC(C2=C1SC=C2)C(C)C methyl-1-(4-isopropyl-4,7-dihydro-5H-thieno[2,3-c]pyran-7-yl)methylamine